ClC=1C(=NC(=NC1)NC1CCN(CC1)CC1=CC(=C2C(N(C(C2=C1)=O)C1C(NC(CC1)=O)=O)=O)F)C=1C=NN(C1CC1CC1)C 6-((4-((5-chloro-4-(5-(cyclopropylmethyl)-1-methyl-1H-pyrazol-4-yl)pyrimidin-2-yl)amino)piperidin-1-yl)methyl)-2-(2,6-dioxopiperidin-3-yl)-4-fluoroisoindoline-1,3-dione